N,N-dipropyldibenzylammonium C(CC)[N+](CCC)(CC1=CC=CC=C1)CC1=CC=CC=C1